[(1R,2S)-2-(3-Benzyloxycyclobutyl)cyclopropyl]methanol C(C1=CC=CC=C1)OC1CC(C1)[C@H]1[C@@H](C1)CO